BrC1=CC=C(C=C1)C1=NC(=NC(=N1)C1=CC=CC=C1)C=1C=C(C=CC1)N1C2=CC=CC=C2C=2C=CC=CC12 9-(3-(4-(4-Bromophenyl)-6-phenyl-1,3,5-triazin-2-yl)phenyl)-9H-carbazole